ClC1=NC(=C2C=CC=NC2=C1)C=1C=CC(=NC1)N1C[C@@H]([C@H](C1)OC1=NC=CC=C1)NC(=O)C1=C(C(=O)O)C=CC=C1 (((3S,4S)-1-(5-(7-chloro-1,6-naphthyridin-5-yl)pyridin-2-yl)-4-(pyridin-2-yloxy)pyrrolidin-3-yl)carbamoyl)benzoic acid